4,4',4''-(1,3,5-triazine-2,4,6-triyltriimino)tribenzoic acid tris(2-ethylhexyl) ester C(C)C(COC(C1=CC=C(C=C1)NC1=NC(=NC(=N1)NC1=CC=C(C(=O)OCC(CCCC)CC)C=C1)NC1=CC=C(C(=O)OCC(CCCC)CC)C=C1)=O)CCCC